CC1=C(C(=CC=C1C)C)S 2,3,6-trimethylthiophenol